butyl ((2,3-dihydropyrazolo[5,1-b]oxazol-3-yl)methyl)carbamate O1C=2N(C(C1)CNC(OCCCC)=O)N=CC2